((2,6-dibromo-5-fluoropyridin-3-yl)aminomethylthio)benzamide BrC1=NC(=C(C=C1NCSC1=C(C(=O)N)C=CC=C1)F)Br